C(C)(=O)C1=NN(C2=C(C=C(C=C12)C=1C=NC(=NC1)CF)C)CC(=O)N1[C@@H]2C[C@@]2(C[C@H]1C(=O)NC1=NC(=CC=C1C)Br)C (1R,3S,5R)-2-(2-(3-acetyl-5-(2-(fluoromethyl)pyrimidin-5-yl)-7-methyl-1H-indazol-1-yl)acetyl)-N-(6-bromo-3-methylpyridin-2-yl)-5-methyl-2-azabicyclo[3.1.0]hexane-3-carboxamide